toluene compound with o-aminothiophenol NC1=C(C=CC=C1)S.CC1=CC=CC=C1